(Z)-4-ethyl-8-fluoro-4-hydroxy-10-(1-(methoxyimino)ethyl)-11-methyl-1,12-dihydro-14H-pyrano[3',4':6,7]indolizino[2,1-b]quinoline-3,6,14(4H,11H)-trione C(C)C1(C(OCC=2C(N3CC=4N(C5=C(C=C(C=C5C(C4C3=CC21)=O)F)\C(\C)=N/OC)C)=O)=O)O